ClC=1C=C2C(C(=CN(C2=NC1N1CC2=NC=CC=C2C1)CC1=NC=CC=C1)C(=O)O)=O 6-chloro-7-(5,7-dihydro-6H-pyrrolo[3,4-b]pyridin-6-yl)-4-oxo-1-(pyridin-2-ylmeth-yl)-1,4-dihydro-1,8-naphthyridine-3-carboxylic acid